FC(C=1N=C(OC1C(=O)N1[C@H](C2=C(CC1)NC=N2)C2=NN1C(C=CC=C1)=C2)C2=CN=CN2C)F (R)-(4-(difluoromethyl)-2-(1-methyl-1H-imidazol-5-yl)oxazol-5-yl)(4-(pyrazolo[1,5-a]pyridin-2-yl)-6,7-dihydro-1H-imidazo[4,5-c]pyridin-5(4H)-yl)methanone